BrC=1C=C(C=CC1)S(=O)(=O)[C@](C1=NN=C(O1)C1=CC=C(C(=O)O)C=C1)(F)[C@H]1CC2=C(NC=3C=CC(=CC23)Cl)C1 |r| 4-{5-[(RS)-(3-Bromobenzenesulfonyl)-((SR)-7-chloro-1,2,3,4-tetrahydro-cyclopenta[b]indol-2-yl)-fluoromethyl]-[1,3,4]oxadiazol-2-yl}-benzoic acid